N-(2-aminopropyl)-aminopropyl-trimethoxysilane NC(CNCCC[Si](OC)(OC)OC)C